[N+](=O)([O-])C1=CC=C(C2=NON=C21)NCCOCCOCCOCCC(=O)N 3-[2-[2-[2-[(4-nitro-2,1,3-benzoxadiazol-7-yl)amino]ethoxy]ethoxy]ethoxy]propanamide